[Br-].C(C)[N+](CCC)(CC)CC N,N,N-triethyl-N-propylammonium bromide